C(C)N(C1=NC(=NC(=N1)S)S)CC 6-(diethylamino)-1,3,5-triazine-2,4-dithiol